C1(=CC=CC=C1)NC=1OC(=NN1)C1=CC=CC=C1 N,5-diphenyl-1,3,4-oxadiazol-2-amine